6-(2,4-dimethyl-1,3-thiazol-5-yl)-2-[1-(prop-2-enoyl)pyrrolidin-3-yl]quinazolin CC=1SC(=C(N1)C)C=1C=C2C=NC(=NC2=CC1)C1CN(CC1)C(C=C)=O